C(C1=CC=CC=C1)NC(=O)N1N(CC(N2C1[C@@H](N(C([C@@H]2CC2=CC=C(C=C2)O)=O)CC=2C=CC=C1C=CC=NC21)C)=O)C (6S,9S)-N-benzyl-6-(4-hydroxybenzyl)-2,9-dimethyl-4,7-dioxo-8-(quinolin-8-ylmethyl)octahydro-1H-pyrazino[2,1-c][1,2,4]triazine-1-carboxamide